ClC1=C(C=CC=C1C1=NC=NC(=C1Cl)C1=CC(=C(C=C1)CNC1CCOCC1)OC)C1=CC=C(C(=N1)OC)CNC1CCOCC1 N-((6-(2-chloro-3-(5-chloro-6-(3-methoxy-4-(((tetrahydro-2H-pyran-4-yl)amino)methyl)phenyl)pyrimidin-4-yl)phenyl)-2-methoxypyridin-3-yl)methyl)tetrahydro-2H-pyran-4-amine